(R)-8-(4-acryloylpiperazin-1-yl)-11-(4-fluorophenyl)-3-(2-methoxyethoxy)-10-(trifluoromethyl)-3,4-dihydro-2H,6H-[1,4]thiazepino[2,3,4-ij]quinazolin-6-one C(C=C)(=O)N1CCN(CC1)C1=NC(N2C3=C(C(=C(C=C13)C(F)(F)F)C1=CC=C(C=C1)F)SC[C@@H](C2)OCCOC)=O